C(C1=CC=CC=C1)(=O)SC1=CC=C(C=C1)F S-(4-fluorophenyl) thiobenzoate